ClC=1N=CN(C1C(=O)OC)[C@@H]1COCC1 methyl (S)-4-chloro-1-(tetrahydrofuran-3-yl)-1H-imidazole-5-carboxylate